(S)-3-(5-fluoropyridin-3-yl)isooxazolidine FC=1C=C(C=NC1)[C@H]1NOCC1